P(=O)(O)([O-])[O-].[Na+].[Na+].NC1=NC2=C(N1)C=C(C=C2)C2=C(C(=O)NCC1=CC=CC=C1)C=CC=C2 (2-amino-1H-benzo[d]imidazol-6-yl)-N-benzyl-benzamide di-sodium hydrogenphosphate